The molecule is the conjugate base of pelargonidin 3-O-rutinoside; major species at pH 7.3. It is a conjugate base of a pelargonidin 3-O-rutinoside. C[C@H]1[C@@H]([C@H]([C@H]([C@@H](O1)OC[C@@H]2[C@H]([C@@H]([C@H]([C@@H](O2)OC3=C(OC4=CC(=O)C=C(C4=C3)O)C5=CC=C(C=C5)O)O)O)O)O)O)O